1-(8-Cyano-quinolin-5-yl)-piperidine-4-carboxylic acid [2-(4,4-difluoro-piperidin-1-yl)-ethyl]-amide FC1(CCN(CC1)CCNC(=O)C1CCN(CC1)C1=C2C=CC=NC2=C(C=C1)C#N)F